CS(=O)(=O)N1CCN(CC1)[C@@H](COC1=C(C=CC(=C1)CN1CCC2(CN(C2)C2=NC=NC3=CC=C(C=C23)CC(F)(F)F)CC1)NS(=O)(=O)CC)C |r| rac-(R)-N-(2-(2-(4-(methylsulfonyl)piperazin-1-yl)propoxy)-4-((2-(6-(2,2,2-trifluoroethyl)quinazolin-4-yl)-2,7-diazaspiro[3.5]nonan-7-yl)methyl)phenyl)ethanesulfonamide